[Si](C)(C)(C(C)(C)C)OC=1C=CC(=NC1)NC(=O)N1CCN(CC1)C1=NC=CC=C1 N-[5-[(tert-butyldimethylsilyl)oxy]pyridin-2-yl]-4-(pyridin-2-yl)piperazine-1-carboxamide